(E)-N-(2,3-dihydrobenzo[b][1,4]dioxin-6-yl)-3-(4-(dimethylamino)-2-ethoxyphenyl)acrylamide O1C2=C(OCC1)C=C(C=C2)NC(\C=C\C2=C(C=C(C=C2)N(C)C)OCC)=O